N-(3-(4,4-difluoropiperidin-1-yl)phenyl)-2-(4,4-dimethyl-1,4-azasilinan-1-yl)-4-((2-hydroxyethyl)sulfonamido)benzamide FC1(CCN(CC1)C=1C=C(C=CC1)NC(C1=C(C=C(C=C1)NS(=O)(=O)CCO)N1CC[Si](CC1)(C)C)=O)F